C(C)OP(=O)(O)O.C(C=C)(=O)N acrylamide ethyl-dihydrogenphosphate